COC1=C(C=CC(=N1)OC1CCC2(CNC2)CC1)C(F)(F)F 7-((6-methoxy-5-(trifluoromethyl)pyridin-2-yl)oxy)-2-azaspiro[3.5]Nonane